FC1=NC=C(C(=C1)N1CCC(CC1)C1=CC=2C(=NC=CN2)N(C1=O)CC1=C(C=CC=C1)C(F)(F)F)C 7-(1-(2-fluoro-5-methylpyridin-4-yl)piperidin-4-yl)-5-(2-(trifluoromethyl)benzyl)pyrido[2,3-b]pyrazin-6(5H)-one